(1aS,5aS)-2-(2,4-Difluoro-phenyl)-1a,2,5,5a-tetrahydro-1H-2,3-diaza-cyclopropa[a]pentalene-4-carboxylic acid [1-(2-methoxy-phenyl)-cyclopropyl]-amide COC1=C(C=CC=C1)C1(CC1)NC(=O)C=1C=2C[C@H]3[C@@H](C2N(N1)C1=C(C=C(C=C1)F)F)C3